C[C@H](/C=C/[C@H](C)C(C)C)[C@H]1CC[C@@H]2[C@@]1(CC[C@H]3C2=C[C@H]([C@@]4([C@@]3(CC[C@@H](C4)O)C)O)O)C The molecule is an ergostanoid that is (22E)-ergosta-7,22-diene substituted by hydroxy groups at positions 3, 5 and 6 (the 3beta,5alpha,6beta stereoisomer). It has been isolated from the fungus, Xylaria species. It has a role as an Aspergillus metabolite. It is a 3beta-hydroxy steroid, a 5alpha-hydroxy steroid, a 6beta-hydroxy steroid and an ergostanoid.